5-(8-((4'-chloro-[1,1'-biphenyl]-2-yl)methyl)-3,8-diazabicyclo[3.2.1]octane-3-yl)-2-(2,6-dioxopiperidin-3-yl)isoindoline-1,3-dione ClC1=CC=C(C=C1)C1=C(C=CC=C1)CN1C2CN(CC1CC2)C=2C=C1C(N(C(C1=CC2)=O)C2C(NC(CC2)=O)=O)=O